Tert-butyl 8-(4-(tert-butoxycarbonyl)piperazin-1-yl)-2-cyano-7,8-dihydro-1,6-naphthyridine-6(5H)-carboxylate C(C)(C)(C)OC(=O)N1CCN(CC1)C1CN(CC=2C=CC(=NC12)C#N)C(=O)OC(C)(C)C